N-(6-chloropyridin-3-yl)-2-(1H-imidazol-1-yl)-5H-pyrrolo[3,2-d]pyrimidine-4-carboxamide ClC1=CC=C(C=N1)NC(=O)C=1C2=C(N=C(N1)N1C=NC=C1)C=CN2